[N+](=O)([O-])C1=CC=C(OC(=O)OC2CC3(CCC2)O[C@@]2(OO3)[C@H]3[C@@H](C[C@@H](C2)C3)C(=O)OC)C=C1 Methyl (1R,2S,4S,6R)-3''-(((4-nitrophenoxy)carbonyl)oxy)dispiro[bicyclo[2.2.1]heptane-2,3'-[1,2,4]trioxolane-5',1''-cyclohexane]-6-carboxylate